IC1=NN(C2=CC=C(C=C12)C(=O)O)C1OCCCC1 3-iodo-1-(oxan-2-yl)-1H-indazole-5-carboxylic acid